4-(4-((5-(3-carbamoyl-5-methyl-1H-pyrazol-1-yl)-1H-indol-1-yl)methyl)phenyl)-2,3,6,7-tetrahydro-1H-azepin-1-carboxylic acid tert-butyl ester C(C)(C)(C)OC(=O)N1CCC(=CCC1)C1=CC=C(C=C1)CN1C=CC2=CC(=CC=C12)N1N=C(C=C1C)C(N)=O